propane-1,2,3-triyltri(3-((3-hydroxybutyryl) oxy) butyrate) C(C(CC(C(=O)[O-])C(C)OC(CC(C)O)=O)C(C(=O)[O-])C(C)OC(CC(C)O)=O)C(C(=O)[O-])C(C)OC(CC(C)O)=O